1-bromobenzene-2,4,6-d3 BrC1=C(C=C(C=C1[2H])[2H])[2H]